FC(C(=O)O)(F)F.OC1=C(C=CC=C1C1=CC(=NO1)N1CCNCC1)C1=CC(=C(C=C1)NC(C)=O)C(C)C N-(2'-Hydroxy-3-isopropyl-3'-(3-(piperazin-1-yl)isoxazol-5-yl)-[1,1'-biphenyl]-4-yl)acetamide 2,2,2-trifluoroacetate